tert-butyl ((1R,3R)-adamantan-1-yl)(4-((S)-3-butyl-6-methoxy-3,4-dihydroisoquinolin-1-yl)benzyl)carbamate C12(CC3CC(CC(C1)C3)C2)N(C(OC(C)(C)C)=O)CC2=CC=C(C=C2)C2=N[C@H](CC3=CC(=CC=C23)OC)CCCC